(R)-8-ethyl-2-methyl-5,6,7,8-tetrahydroquinolin-8-ol C(C)[C@]1(CCCC=2C=CC(=NC12)C)O